6-(4-hydroxy-3,5-di-tert-butylanilino)-2,4-dioctylthio-1,3,5-triazine OC1=C(C=C(NC2=NC(=NC(=N2)SCCCCCCCC)SCCCCCCCC)C=C1C(C)(C)C)C(C)(C)C